Cl.BrC=1C=CC(=C(C1)[C@H](C)N)F (S)-1-(5-bromo-2-fluorophenyl)ethylamine hydrochloride